5-(azetidin-1-yl)-5'-methyl-3H-spiro[furo[2,3-c]pyridin-2,3'-pyrrolidine] N1(CCC1)C=1C=C2C(=CN1)OC1(CNC(C1)C)C2